C1N(CC12CNC2)CC2=C(C(=O)OC)C=CC=C2 methyl 2-(2,6-diazaspiro[3.3]heptan-2-ylmethyl)benzoate